[Sn].[Ca] calcium tin salt